(2E)-2-benzylidene-octanal C(/C1=CC=CC=C1)=C(\C=O)/CCCCCC